C(C=1C(O)=CC=CC1)=NCC(C)N=CC=1C(O)=CC=CC1 N,N'-bis-salicyliden-1,2-diaminopropane